O1C(CCCC1)N1N=CC2=C(C=CC=C12)B1OC(C(O1)(C)C)(C)C 1-tetrahydropyran-2-yl-4-(4,4,5,5-tetramethyl-1,3,2-dioxaborolan-2-yl)indazole